CC1(OB(OC1(C)C)C1=CC=C(CC=2C=C(C=CC2)NC(OC(C)(C)C)=O)C=C1)C tert-butyl (3-(4-(4,4,5,5-tetramethyl-1,3,2-dioxaborolan-2-yl)benzyl)phenyl)carbamate